3-methyl-3-trifluoroacetamido-azetidine hydrochloride Cl.CC1(CNC1)NC(C(F)(F)F)=O